(R)-4-(2-(2-(3-(2-hydroxypropyl-amino)-3-oxopropyl)-5-methyl-1,2,3,4-tetrahydroisoquinolin-7-yl)-5-tosyl-5H-pyrrolo[2,3-b]pyrazin-7-yl)-N,N,2-trimethylbenzamide O[C@@H](CNC(CCN1CC2=CC(=CC(=C2CC1)C)C=1N=C2C(=NC1)N(C=C2C2=CC(=C(C(=O)N(C)C)C=C2)C)S(=O)(=O)C2=CC=C(C)C=C2)=O)C